fluorosodium F[Na]